FC(C1=NC2=CC=CC=C2C(=C1)NC1CCC(CC1)NC(=O)C1=CC=2C(=NON2)C=C1)(F)F N-[(1s,4s)-4-{[2-(trifluoromethyl)quinolin-4-yl]amino}cyclohexyl]-2,1,3-benzoxadiazole-5-carboxamide